BrC=1C=C(C=CC1)S(=O)(=O)NCC(=O)OC methyl ((3-bromophenyl)sulfonyl)glycinate